FC1=C2C(=CC=NC2=CC(=C1)F)C1=CC(=C(C=N1)OC[C@](CC(C)C)(N)C)C (S)-1-((6-(5,7-difluoroquinolin-4-yl)-4-methylpyridin-3-yl)oxy)-2,4-dimethyl-pentan-2-amine